N[C@](C(=O)O)(CCCC=C)C (S)-2-amino-2-methyl-hept-6-enoic acid